(+/-)-18-hydroxy-5Z,8Z,11Z,14Z,16E-eicosapentaenoic acid CCC(/C=C/C=C\C/C=C\C/C=C\C/C=C\CCCC(=O)O)O